2,6-dimethyl-pentadecanoic acid CC(C(=O)O)CCCC(CCCCCCCCC)C